N,N,4,9-tetramethyl-6,7,8,9-tetrahydro-4H-pyrimido[1,2-a][1,3,5]triazin-2-amine hydrochloride Cl.CN(C=1N=C2N(C(N1)C)CCCN2C)C